C[Si](O[Si](C)(C)CO)(C)CO (1,1,3,3-tetramethyl-1,3-disiloxanediyl)dimethanol